N-(4-((1S,4R)-2-azabicyclo[2.2.1]heptan-2-ylmethyl)pyridin-2-yl)-6-(5-methyl-1H-pyrazol-4-yl)benzo[d]thiazol-2-amine [C@H]12N(C[C@H](CC1)C2)CC2=CC(=NC=C2)NC=2SC1=C(N2)C=CC(=C1)C=1C=NNC1C